Cl.Cl.NC1=NC(=CC=C1)C1CCN(CC1)C 2-amino-6-(1-methylpiperidine-4-yl)pyridine dihydrochloride